N-(cis-4-(difluoromethoxy)cyclohexyl)-5-(imidazo[1,2-a]pyridin-6-yl)-4-methoxy-7H-pyrrolo[2,3-d]pyrimidin-2-amine FC(O[C@H]1CC[C@H](CC1)NC=1N=C(C2=C(N1)NC=C2C=2C=CC=1N(C2)C=CN1)OC)F